vanadium nitrogen vanadium [V].[N].[V]